4-fluoro-2-(phenylthio)benzonitrile FC1=CC(=C(C#N)C=C1)SC1=CC=CC=C1